C(C1=CC=CC=C1)N1C(OC=C1)=N 3-benzyl-oxazole-2(3H)-imine